2-(6-((1-acryloylpiperidin-4-yl)ethynyl)-4-amino-5-(4-phenoxyphenyl)-7H-pyrrolo[2,3-d]pyrimidin-7-yl)propanamide C(C=C)(=O)N1CCC(CC1)C#CC1=C(C2=C(N=CN=C2N)N1C(C(=O)N)C)C1=CC=C(C=C1)OC1=CC=CC=C1